butyl 8-hydroxy-8-((methylthio) methyl)-5-azaspiro[2.5]octane-5-carboxylate OC1(CCN(CC12CC2)C(=O)OCCCC)CSC